Succinyl-CoA acetate C(C)(=O)O.C(CCC(=O)O)(=O)SCCNC(CCNC([C@@H](C(COP(OP(OC[C@@H]1[C@H]([C@H]([C@@H](O1)N1C=NC=2C(N)=NC=NC12)O)OP(=O)(O)O)(=O)O)(=O)O)(C)C)O)=O)=O